nickel diethoxide [O-]CC.[O-]CC.[Ni+2]